CN(C)C[C@@]1(C(C1)(F)F)COC1=NC2=C(C=C(C=C2C(=N1)N1C[C@@]2(CC[C@H](C1)N2C(=O)OC(C)(C)C)C)F)F tert-butyl (1S,5R)-3-(2-(((R)-1-((dimethylamino)methyl)-2,2-difluorocyclopropyl)methoxy)-6,8-difluoroquinazolin-4-yl)-1-methyl-3,8-diazabicyclo[3.2.1]octane-8-carboxylate